1-(benzo[d]oxazol-6-yl)-1H-benzo[d]imidazol-2(3H)-one O1C=NC2=C1C=C(C=C2)N2C(NC1=C2C=CC=C1)=O